(1R,2S,3S,5S)-8-[3-(5-chloro-3-ethoxyquinoxalin-6-yl)-5-methyl-1H-pyrazolo[3,4-b]pyrazin-6-yl]-2-fluoro-8-azabicyclo[3.2.1]octan-3-amine ClC1=C2N=C(C=NC2=CC=C1C1=NNC2=NC(=C(N=C21)C)N2[C@H]1[C@H]([C@H](C[C@@H]2CC1)N)F)OCC